N-[(1R)-1-(2,4-Dimethoxy-5-phenyl-phenyl)ethyl]-2-methyl-5-(4-methylpiperazin-1-yl)benzamide COC1=C(C=C(C(=C1)OC)C1=CC=CC=C1)[C@@H](C)NC(C1=C(C=CC(=C1)N1CCN(CC1)C)C)=O